ClC=1C=C(C=CC1F)N1N=CC(=C1)C(C(=O)NC1=CC(=NN1)C1CC1)C 2-(1-(3-chloro-4-fluorophenyl)-1H-pyrazol-4-yl)-N-(3-cyclopropyl-1H-pyrazol-5-yl)propanamide